C(C)(=O)C1=NN(C2=CC=C(C=C12)C=1C=NC=2N(C1)N=C(C2)C)CC(=O)N2[C@@H]1C[C@@]1(C[C@H]2C(=O)NC2=NC(=CC=C2C)Br)C (1R,3S,5R)-2-(2-(3-acetyl-5-(2-methylpyrazolo[1,5-a]pyrimidin-6-yl)-1H-indazol-1-yl)acetyl)-N-(6-bromo-3-methylpyridin-2-yl)-5-methyl-2-azabicyclo[3.1.0]hexane-3-carboxamide